ClC=1C=C2C(C(=COC2=CC1)CNC1=CC=CC=C1)=O 6-Chloro-3-((phenylamino)methyl)-4H-chromen-4-one